[N+](=O)([O-])C1=CN=C(S1)NC(=O)C1=C(C=CC=C1)CC(=O)[O-] 2-((5-nitrothiazol-2-yl)carbamoyl)phenylacetate